N1N=CC=2C1=NC=NC2N[C@H](C(=O)O)CCN(CCCCC2=NC=1NCCCC1C=C2)CCNC(C)=O (S)-2-((1H-pyrazolo[3,4-d]pyrimidin-4-yl)amino)-4-((2-acetamidoethyl)(4-(5,6,7,8-tetrahydro-1,8-naphthyridin-2-yl)butyl)amino)butanoic acid